C(C)(C)(C)OC(NCC1=NC=C2C=CC(=NC2=C1)C1=CC(=CC=C1)OC(F)F)=O tert-butyl((2-(3-(difluoromethoxy)phenyl)-1,6-naphthyridin-7-yl)methyl)carbamate